tert-Butyl N-{1-cyclooctyl-2-[(1-methyl-2-oxospiro[indoline-3,4'-tetrahydropyran]-6-yl)amino]-2-oxoethyl}carbamate C1(CCCCCCC1)C(C(=O)NC1=CC=C2C(=C1)N(C(C21CCOCC1)=O)C)NC(OC(C)(C)C)=O